ClC1=CC(=NC(=N1)OC)N1CCOCC1 4-(6-chloro-2-methoxy-pyrimidin-4-yl)morpholine